C(=C)OC1=C(C=CC=C1)C1=CC(=CC=C1)OC=C 2,3'-divinyloxybiphenyl